4-[5-(2,6-difluorophenyl)-7-fluoro-1-[(4-methoxyphenyl)methyl]-6H-pyrazolo[4,3-d][1,3]benzodiazepin-9-yl]morpholine FC1=C(C(=CC=C1)F)C=1NC2=C(C3=C(N1)C=NN3CC3=CC=C(C=C3)OC)C=C(C=C2F)N2CCOCC2